(3-amino-6-chloropyrazin-2-yl)azetidine-1-carboxylic acid tert-butyl ester C(C)(C)(C)OC(=O)N1C(CC1)C1=NC(=CN=C1N)Cl